CC1=NC=C(C(=O)O)C=C1NC1=NN(C2=NC(=NC=C21)NC2=CC=NN2C)C 6-methyl-5-((1-methyl-6-((1-methyl-1H-pyrazol-5-yl)amino)-1H-pyrazolo[3,4-d]pyrimidin-3-yl)amino)nicotinic acid